N-(4-(ethylsulfonyl)benzyl)-2-hydroxyacetamide C(C)S(=O)(=O)C1=CC=C(CNC(CO)=O)C=C1